tert-butyl 6-chloro-3-({[3-(hydroxymethyl)-2-oxooxolan-3-yl]methyl}(methyl)amino)pyridazine-4-carboxylate ClC1=CC(=C(N=N1)N(C)CC1(C(OCC1)=O)CO)C(=O)OC(C)(C)C